ditert-butylhydroxytoluene C(C)(C)(C)C(C1=CC=CC=C1)(O)C(C)(C)C